(4R)-N-((R)-(4-chloro-2,5-difluorophenyl)(3-oxetanyl)methyl)-1-((2-(difluoromethyl)-4-pyridinyl)carbonyl)-4-hydroxy-D-prolinamide ClC1=CC(=C(C=C1F)[C@H](NC([C@@H]1N(C[C@@H](C1)O)C(=O)C1=CC(=NC=C1)C(F)F)=O)C1COC1)F